1,3-bis{2-[(2-isopropyl-5-methylcyclohexyl)oxy]-2-oxoethyl}-1H-3,1-benzimidazol-3-ium chloride [Cl-].C(C)(C)C1C(CC(CC1)C)OC(CN1C=[N+](C2=C1C=CC=C2)CC(OC2C(CCC(C2)C)C(C)C)=O)=O